3-(5-chloro-7-{[(furan-2-yl)methyl]amino}-3-methylthieno[3,2-b]pyridin-2-yl)-D-alanine ClC1=CC(=C2C(=N1)C(=C(S2)C[C@@H](N)C(=O)O)C)NCC=2OC=CC2